COCCC(CCC(CC)Cl)OC=CCCCC (3Z)-6-chloro-3-hexenyloxyoctyl methyl ether